6-chloro-1,3-dimethyl-4-(trifluoromethyl)-1,3-dihydro-2H-imidazo[4,5-c]pyridin-2-one ClC1=CC2=C(C(=N1)C(F)(F)F)N(C(N2C)=O)C